4-[3-[2,6-Dichloro-4-(4-methyl-1,4-diazepan-1-yl)benzoyl]-2,4-dihydro-1,3-benzoxazin-8-yl]-5-fluoro-2-morpholin-4-ylbenzoic acid ClC1=C(C(=O)N2COC3=C(C2)C=CC=C3C3=CC(=C(C(=O)O)C=C3F)N3CCOCC3)C(=CC(=C1)N1CCN(CCC1)C)Cl